C(C)(=O)N1CC=2N(CC1)C(=NN2)C2=C(C1=C(NC(=N1)C(NC(=O)C=1N(N=CC1)CC)C1CCCCCCC1)C=C2)F N-{[5-(7-acetyl-6,8-dihydro-5H-[1,2,4]triazolo[4,3-a]pyrazin-3-yl)-4-fluoro-1H-benzimidazol-2-yl](cyclooctyl)methyl}-2-ethylpyrazole-3-carboxamide